17-((R)-6-methyl-Heptan-2-yl)-2,3,4,5,6,7,9,10,11,12,13,15,16,17-tetradecahydro-1H-cyclopenta[a]phenanthrene CC(CCC[C@@H](C)C1CCC2=C3CCC4CCCCC4C3CCC12)C